C(O)(O)=O.C(C)N(CC)CC Triethylamine Bicarbonate